NCCCNCCNCCCN N,N'-bis-(3-amino-propyl)ethylenediamine